3,4-dihydro-2H-1-benzothiopyran S1CCCC2=C1C=CC=C2